OC1=CC=2C(C3=CC=CC=C3SC2C=C1)=O 2-hydroxy-9-oxothioxanthene